(2S)-2-[2-(1,1-difluoroethyl)-4-ethynylphenoxy]propanoic acid FC(C)(F)C1=C(O[C@H](C(=O)O)C)C=CC(=C1)C#C